NC1CCN(CC1)C(C)=O (4-aminopiperidin-1-yl)ethan-1-one